FC1(CN(CCC1)C=1C2=C(N=C(N1)OCC1(CC1)CN(C)C)CN(C2)C(=O)C2=CC(=CC1=CC=CC(=C21)I)O)F (4-(3,3-difluoropiperidin-1-yl)-2-((1-((dimethylamino)methyl)cyclopropyl)methoxy)-5,7-dihydro-6H-pyrrolo[3,4-d]pyrimidin-6-yl)(3-hydroxy-8-iodonaphthalen-1-yl)methanone